CC1OCCC(C1)N1N=CC(=C1)[N+](=O)[O-] 1-(2-methyltetrahydro-2H-pyran-4-yl)-4-nitro-1H-pyrazol